Tetracosa-16,19-dienoic acid C(CCCCCCCCCCCCCCC=CCC=CCCCC)(=O)O